2-(8-(1-oxa-8-azaspiro[4.5]dec-8-yl)pyrido[2,3-d]pyridazin-5-yl)-5-(trifluoromethyl)phenol O1CCCC12CCN(CC2)C=2N=NC(=C1C2N=CC=C1)C1=C(C=C(C=C1)C(F)(F)F)O